2-[3-bromo-1-(3-chloro-2-pyridyl)-1H-pyrazol-5-yl]-6-cyano-4H-3,1-benzoxazine-4-one BrC1=NN(C(=C1)C1=NC2=C(C(O1)=O)C=C(C=C2)C#N)C2=NC=CC=C2Cl